1,2-diamino-3-tert-butylphenol NC1(C(C(=CC=C1)C(C)(C)C)N)O